1-methyl-7-[4-(4-methylpiperazin-1-yl)anilino]-3-[1-(2,2,2-trifluoroacetyl)-8-(trifluoromethyl)-3,4-dihydro-2H-quinolin-4-yl]-4H-pyrimido[4,5-d]pyrimidin-2-one CN1C(N(CC=2C1=NC(=NC2)NC2=CC=C(C=C2)N2CCN(CC2)C)C2CCN(C1=C(C=CC=C21)C(F)(F)F)C(C(F)(F)F)=O)=O